ethyl 2-(1H-indol-2-yl)-3-methylimidazo[1,2-a]pyridine-7-carboxylate N1C(=CC2=CC=CC=C12)C=1N=C2N(C=CC(=C2)C(=O)OCC)C1C